COC1=CC=C(C=C1)C=1N=CSC1 4-(4-Methoxyphenyl)-1,3-thiazol